FC1=CC(=C(C=C1)C=1C2=C(C(=NC1C1=NN3C(CN(CC3)C(=O)OC(C)(C)C)=C1)C=1C=C3CCNC(C3=CC1)=O)C=CS2)OC(C)C tert-butyl 2-[7-(4-fluoro-2-isopropoxy-phenyl)-4-(1-oxo-3,4-dihydro-2H-isoquinolin-6-yl) thieno[3,2-c]pyridin-6-yl]-6,7-dihydro-4H-pyrazolo[1,5-a]pyrazine-5-carboxylate